O=C1N(CCC(N1)=O)C=1C=C(CN2CCN(CC2)C2=CC=C(C=C2)N2N=C3C(=CC=CC3=C2)C(=O)N)C=CC1 2-(4-(4-(3-(2,4-dioxotetrahydropyrimidin-1(2H)-yl)benzyl)piperazin-1-yl)phenyl)-2H-indazole-7-carboxamide